C(C1=CC=CC=C1)N1CC(CCC1)C1CCNCC1 benzyl-[3,4'-bipiperidine]